N-(Deutero(1-(4-methoxyphenyl)piperidin-4-yl)methyl)-N-(4-(3-methoxyphenyl)pyridin-2-yl)-3-methylbutanamide [2H]C(N(C(CC(C)C)=O)C1=NC=CC(=C1)C1=CC(=CC=C1)OC)C1CCN(CC1)C1=CC=C(C=C1)OC